C(C)OC(=O)C1=CC2=C(N(C(N2CC(F)F)=O)C)C=C1NC(=O)OC(C)(C)C 6-((tert-Butoxycarbonyl)amino)-3-(2,2-difluoroethyl)-1-methyl-2-oxo-2,3-dihydro-1H-benzo[d]imidazole-5-carboxylic acid ethyl ester